FC1(CCC(CC1)N1C(C(=CC(=C1)C)[N+](=O)[O-])=O)F 1-(4,4-Difluorocyclohexyl)-5-methyl-3-nitropyridin-2(1H)-one